trans-4-aminocyclohexan NC1CCCCC1